C(C1=CC=CC=C1)NC1CN(CCOC1)C(=O)OC(C)(C)C 2-methylpropan-2-yl 6-(benzylamino)-1,4-oxazepane-4-carboxylate